3-(2-((tert-butyldimethylsilyl)oxy)ethoxy)-2-chloro-4-nitropyridine [Si](C)(C)(C(C)(C)C)OCCOC=1C(=NC=CC1[N+](=O)[O-])Cl